ClC1=CC(=C(C(=N1)C(=O)OC)C=O)C1=C(C=C(C=C1)Cl)F methyl 6-chloro-4-(4-chloro-2-fluoro-phenyl)-3-formyl-pyridine-2-carboxylate